[4-(6-Aminopyridazin-3-yl)-piperidin-1-yl]-[2-methoxy-4'-(2,2,2-trifluoro-ethoxy)-biphenyl-4-yl]-methanon NC1=CC=C(N=N1)C1CCN(CC1)C(=O)C1=CC(=C(C=C1)C1=CC=C(C=C1)OCC(F)(F)F)OC